(R)-2-((1-(3,6-dimethyl-2-morpholino-4-oxo-3,4-dihydroquinazolin-8-yl)ethyl)amino)-N-methoxybenzamide CN1C(=NC2=C(C=C(C=C2C1=O)C)[C@@H](C)NC1=C(C(=O)NOC)C=CC=C1)N1CCOCC1